COC1=CC=C2C=NN(C2=C1NS(=O)(=O)C=1C=NN(C1)C1=NC=CC(=C1)C(C)OC)C N-(6-methoxy-1-methyl-1H-indazol-7-yl)-1-(4-(1-methoxyethyl)pyridin-2-yl)-1H-pyrazole-4-sulfonamide